C(C)(CC)C1OC(C2=CC=CC=C12)=O 3-sec-butyl-1(3H)-isobenzofuranone